NC1(CCC1)C1=C(C=C(O)C=C1)O 4-(1-aminocyclobutyl)resorcinol